C(CCC)N1CC=2N(C3=C1C=C(C=N3)CO)C(=NN2)C2(CC2)C 5-butyl-3-(hydroxymethyl)-9-(1-methylcyclopropyl)pyrido[3,2-e][1,2,4]Triazolo[4,3-a]Pyrazine